2-[4-(1,3-benzoxazol-2-yl)-5-hydroxy-1-methyl-6-oxopyrimidin-2-yl]-3-cyclobutyl-1,3-benzodiazole-5-carboxylic acid O1C(=NC2=C1C=CC=C2)C=2N=C(N(C(C2O)=O)C)C=2N(C1=C(N2)C=CC(=C1)C(=O)O)C1CCC1